C12CN(CC(N1)C2)CC2=CC=C(CN1N=CC3=C(C1=O)C(=NC(=N3)N)NCCCC)C=C2 6-(4-((3,6-Diazabicyclo[3.1.1]heptan-3-yl)methyl)benzyl)-2-amino-4-(butylamino)pyrimido[4,5-d]pyridazin-5(6H)-one